C1(CCCC1)OC1=C(C=CC=C1)CNC(=O)C=1C(=NC=C(C1)C=1C=CC=2N(N1)C=C(N2)NC(C)=O)OC N-{[2-(cyclopentyloxy)phenyl]methyl}-5-{2-acetamidoimidazo[1,2-b]pyridazin-6-yl}-2-methoxypyridine-3-carboxamide